ClC1=CC=C(C=C1)[C@H](C)NC=1N=C(C2=C(N1)N(C(C=C2)=O)CC(C)C)C 2-{[(1S)-1-(4-Chlorophenyl)ethyl]amino}-4-methyl-8-(2-methylpropyl)pyrido[2,3-d]pyrimidin-7(8H)-on